(3S,5S)-tert-Butyl 3-((6-bromopyrido[2,3-d]pyrimidin-2-yl)amino)-5-fluoropiperidine-1-carboxylate BrC1=CC2=C(N=C(N=C2)N[C@@H]2CN(C[C@H](C2)F)C(=O)OC(C)(C)C)N=C1